(2-oxocyclobutyl)methyl methanesulfonate CS(=O)(=O)OCC1C(CC1)=O